COCCOC1=CC=C(C=C1)C=1C(=NC(=CN1)CCS(=O)(=O)C)N1CCC(CC1)C(=O)O 1-(3-(4-(2-methoxyethoxy)phenyl)-6-(2-(methylsulfonyl)ethyl)pyrazin-2-yl)piperidine-4-carboxylic acid